[N+](=O)([O-])C1=CC=C(C(=O)O[C@@H]2C[C@H](C2)C2=CC=C(C=C2)C(F)(F)F)C=C1 trans-3-[4-(trifluoromethyl)phenyl]cyclobutyl 4-nitrobenzoate